FC1([C@@H](CN(CC1)CC=1C=C2C(C=COC2=C(C1)C)=O)C)F (R)-6-((4,4-difluoro-3-methylpiperidin-1-yl)methyl)-8-methyl-4H-chromen-4-one